ClC1=C(C(=C(C=C1OC)OC)Cl)C1=CC2=C(N=C(N=C2)NC2=CC=C(C=C2)N2CCN(CC2)CC)N2C1=NN=C2 6-(2,6-dichloro-3,5-dimethoxyphenyl)-N-(4-(4-ethylpiperazin-1-yl)phenyl)-[1,2,4]triazolo[4',3':1,6]pyrido[2,3-d]pyrimidin-2-amine